stearoxypropylpropylamine C(CCCCCCCCCCCCCCCCC)OCCCNCCC